CCSCCSP(=O)(OC)OC The molecule is an organic thiophosphate and an organothiophosphate insecticide. It has a role as an acaricide, an agrochemical and an EC 3.1.1.7 (acetylcholinesterase) inhibitor. It derives from a 2-(ethylsulfanyl)ethanethiol.